C[C@H]1N(CC[C@H](C1)C1=C(C(=NO1)C)NC(=O)O[C@H](C)C1=CC=CC=C1)C1=CC=C(C=C1)C1(CC1)C(=O)O 1-[4-[(2R,4R)-2-methyl-4-[3-methyl-4-[[(1R)-1-phenyl-ethoxy]carbonylamino]isoxazol-5-yl]-1-piperidyl]phenyl]cyclopropanecarboxylic acid